ClC1=C(C[C@@H]2N(OCC2)C2=CC(=NC=N2)NC=2C(=CC(=C(C2)NC(C=C)=O)N(C)CCN(C)C)OC)C=CC=C1Cl N-(5-((6-((S)-3-(2,3-dichlorobenzyl)-isoxazolidine-2-yl)pyrimidine-4-yl)amino)-2-((2-(dimethylamino)ethyl)(methyl)amino)-4-methoxyphenyl)acrylamide